9-(benzyloxy)-10-methoxy-3-neopentyl-1,3,4,6,7,11b-hexahydro-2H-pyrido[2,1-a]isoquinolin-2-one C(C1=CC=CC=C1)OC=1C=C2CCN3C(C2=CC1OC)CC(C(C3)CC(C)(C)C)=O